2-cyclopropyl-N-(3-(3-(difluoro(4-methyl-4H-1,2,4-triazol-3-yl)methyl)oxetan-3-yl)phenyl)-6-methylpyrimidine-4-carboxamide C1(CC1)C1=NC(=CC(=N1)C(=O)NC1=CC(=CC=C1)C1(COC1)C(C1=NN=CN1C)(F)F)C